8-((2s,5r)-5-ethyl-4-(1-(4-isopropoxyphenyl)propyl)-2-methylpiperazin-1-yl)-5-methyl-6-oxo-5,6-dihydro-1,5-naphthyridine-2-carbonitrile C(C)[C@H]1N(C[C@@H](N(C1)C1=CC(N(C=2C=CC(=NC12)C#N)C)=O)C)C(CC)C1=CC=C(C=C1)OC(C)C